5-[(4-cyclopropyl-5-phenyl-imidazol-1-yl)methyl]-N-methyl-2-nitro-aniline C1(CC1)C=1N=CN(C1C1=CC=CC=C1)CC=1C=CC(=C(NC)C1)[N+](=O)[O-]